FC(C1CCN(CC1)C(C#C)=O)(F)F 1-(4-(trifluoromethyl)piperidin-1-yl)prop-2-yn-1-one